NC=1C=C(C=CC1)C#CC=1C=C(C(=O)NCC2=CC=3N(C=C2)C=CN3)C=CC1S(=O)(=O)CC1=NN(C=C1)C 3-((3-aminophenyl)ethynyl)-N-(imidazo[1,2-a]pyridin-7-ylmethyl)-4-(((1-methyl-1H-pyrazol-3-yl)methyl)sulfonyl)benzamide